2-ethylhexyloxyethoxyethyl acrylate C(C=C)(=O)OCCOCCOCC(CCCC)CC